[Cl-].C[N+](CCC)(C)C N,N,N-trimethyl-1-propaneaminium chloride